5-chloro-N-(4-chloro-6-methoxy-2-methylpyridin-3-yl)-2-((4-fluoro-2-methylphenyl)-amino)benzamide ClC=1C=CC(=C(C(=O)NC=2C(=NC(=CC2Cl)OC)C)C1)NC1=C(C=C(C=C1)F)C